FC1=C(C(=CC=C1)F)C=1C(=NC=C(C1)C)[C@@H]1CC(=NO1)N1C[C@H](C(C1)(F)F)NS(=O)(=O)CC N-[(3R)-1-{(5S)-5-[3-(2,6-difluorophenyl)-5-methylpyridin-2-yl]-4,5-dihydro-1,2-oxazol-3-yl}-4,4-difluoropyrrolidin-3-yl]ethanesulfonamide